6-[6-amino-1-[(4-nitrophenyl)methyl]pyrazolo[3,4-d]pyrimidine-4-yl]pyridine-2-carbonitrile NC1=NC(=C2C(=N1)N(N=C2)CC2=CC=C(C=C2)[N+](=O)[O-])C2=CC=CC(=N2)C#N